NCC1=NC(=NO1)C=1N(C=2C=CC=C(C2C1)N[C@H]1[C@H](CN(CC1)C)F)CC(F)(F)F |r| (+/-)-2-(5-(aminomethyl)-1,2,4-oxadiazol-3-yl)-N-((3S,4R)-3-fluoro-1-methylpiperidin-4-yl)-1-(2,2,2-trifluoroethyl)-1H-indol-4-amine